C(CCCCCCC\C=C/C\C=C/CCCCC)(=O)OCC(C(COC(CCCCCCCCCCCCCCCC)=O)OC(NCCCN1CCCCC1)=O)OC(NCCCN1CCCCC1)=O 4-(Heptadecanoyloxy)-2,3-bis(((3-(piperidin-1-yl)propyl)carbamoyl)oxy)butyl (9Z,12Z)-octadeca-9,12-dienoate